5-tert-butyl 6-methyl (1R,4S,6S)-5-azaspiro[bicyclo[2.2.1]heptane-2,1'-cyclopropane]-5,6-dicarboxylate C12(CC1)[C@@H]1[C@H](N([C@H](C2)C1)C(=O)OC(C)(C)C)C(=O)OC